1-[3-(1-Hydroxyethyl)-6-[5-[(6-methylpyridazin-3-yl)amino]benzimidazol-1-yl]-2-pyridinyl]pyrazole-3-carbonitrile OC(C)C=1C(=NC(=CC1)N1C=NC2=C1C=CC(=C2)NC=2N=NC(=CC2)C)N2N=C(C=C2)C#N